4,4'-((perfluoro-[1,1'-biphenyl]-4,4'-diyl)bis(oxy))dibenzonitrile FC1=C(C(=C(C(=C1F)OC1=CC=C(C#N)C=C1)F)F)C1=C(C(=C(C(=C1F)F)OC1=CC=C(C#N)C=C1)F)F